2-(2-fluoropropane-2-yl)-N-(4-(methylsulfonyl)but-3-en-2-yl)-4-phenoxypyrimidine-5-carboxamide FC(C)(C)C1=NC=C(C(=N1)OC1=CC=CC=C1)C(=O)NC(C)C=CS(=O)(=O)C